ClC=1C=C(C=CC1F)NC1=NC=NC2=CC(=CC(=C12)OC(C)(C)C1=NC=CC=N1)C=1C=NN(C1)C([2H])([2H])[2H] N-(3-chloro-4-fluorophenyl)-7-(1-(methyl-d3)-1H-pyrazol-4-yl)-5-((2-(pyrimidin-2-yl)propan-2-yl)oxy)quinazolin-4-amine